COC=1C(=NC=CN1)C(=O)O methoxypyrazine-2-carboxylic acid